1,1,1-Trifluoropropan-2-ylmethanesulfonate FC(C(C)CS(=O)(=O)[O-])(F)F